C(C1=CC=CC=C1)OC(=O)N1CCC(C(CC1)=O)C 4-methyl-5-oxoazepan-1-carboxylic acid benzyl ester